ClCC#CC1(CCC1)O 1-(3-chloropropan-1-yn-1-yl)cyclobutan-1-ol